trans-(±)-1-phenylpropylene oxide C1(=CC=CC=C1)C1C(C)O1